methyl-5-benzyl-1-(1-benzyl-1H-indol-2-yl)-5H-pyridine CC1N(CC(C=C1)CC1=CC=CC=C1)C=1N(C2=CC=CC=C2C1)CC1=CC=CC=C1